(1-oxo-5-(((cis)-2-(3-(quinolin-2-yl)azetidin-1-yl)cyclohexyl)oxy)isoindolin-2-yl)piperidine-2,6-dione O=C1N(CC2=CC(=CC=C12)O[C@H]1[C@H](CCCC1)N1CC(C1)C1=NC2=CC=CC=C2C=C1)N1C(CCCC1=O)=O